C(C)(=O)N1C[C@@H](CCC1)C(=O)O (R)-1-acetylpiperidine-3-carboxylic acid